C(CCC)OC1=CC=C(C=C1)C1(C=CC2=C(O1)C=1C=CC(=CC1C1=C2C(C2=CC(=CC=C21)C2=C(C=C(C=C2)OC)OC)(CCC)CCC)OC)C2=CC=C(C=C2)OC 3-(4-butoxyphenyl)-3-(4-methoxyphenyl)-7-methoxy-11-(2,4-dimethoxyphenyl)-13,13-di-n-propyl-3H,13H-indeno[2',3':3,4]naphtho[1,2-b]pyran